benzyl (S)-2-(2-(3-bromo-5-(3,5-dimethyl-1H-pyrazol-1-yl)phenyl)-4-methoxy-4-carbonylbutyl)-2,6-diazaspiro[3.4]octane-6-carboxylate BrC=1C=C(C=C(C1)N1N=C(C=C1C)C)[C@@H](CN1CC2(C1)CN(CC2)C(=O)OCC2=CC=CC=C2)CC(=C=O)OC